2-[4-[5-Amino-4-cyano-1-(1,1,1-trifluoro-2-methylpropan-2-yl)pyrazol-3-yl]phenyl]-N-(3-[3-methylbicyclo[1.1.1]pentan-1-yl]-1,2-oxazol-5-yl)acetamide NC1=C(C(=NN1C(C(F)(F)F)(C)C)C1=CC=C(C=C1)CC(=O)NC1=CC(=NO1)C12CC(C1)(C2)C)C#N